N1=CN=C(C2=C1NC=C2)N2CC1(CC1)[C@H](CC2)C(=O)OCC2(CC(C2)(F)F)CO [3,3-difluoro-1-(hydroxymethyl)cyclobutyl]methyl (8S)-5-(7H-pyrrolo[2,3-d]pyrimidin-4-yl)-5-azaspiro[2.5]octane-8-carboxylate